NC1=CC=CC(=N1)S(=O)(=O)NC(=O)C=1C(=NC(=CC1)C=1C=C(C=CC1)C)OC1=C(C=C(C=C1C)C)C N-[(6-Amino-2-pyridyl)sulfonyl]-6-(m-tolyl)-2-(2,4,6-trimethylphenoxy)pyridin-3-carboxamid